2-[6-[[2-(trifluoromethyl)pyrimidin-5-yl]methyl]-2-azaspiro[3.3]heptane-2-carbonyl]-2,5-diazaspiro[3.4]octan-6-one FC(C1=NC=C(C=N1)CC1CC2(CN(C2)C(=O)N2CC3(C2)NC(CC3)=O)C1)(F)F